2-methyl-5-[(4-methylphenyl)amino]-4,7-benzothiazoledione CC=1SC2=C(N1)C(C(=CC2=O)NC2=CC=C(C=C2)C)=O